CC1CC12CNC(NC2)=O 1-methyl-5,7-diazaspiro[2.5]octan-6-one